[N+](=O)([O-])C=1C=C(N)C=CC1OC1=CC=CC=C1 3-nitro-4-phenoxyaniline